3-methyl-4-nitro-1-tetrahydropyran-4-yl-pyrazole CC1=NN(C=C1[N+](=O)[O-])C1CCOCC1